3-(2-chloro-4-morpholino-anilino)-5-(methylamino)-6-(3-methylimidazo[4,5-c]pyridin-7-yl)pyrazine-2-carboxamide ClC1=C(NC=2C(=NC(=C(N2)NC)C=2C3=C(C=NC2)N(C=N3)C)C(=O)N)C=CC(=C1)N1CCOCC1